COC(=O)C=1C(=NC(=NC1C)Cl)NCCCC 4-(Butylamino)-2-chloro-6-methylpyrimidine-5-carboxylic acid methyl ester